NC(C(C)NC(=O)C1=C(OC2=C1C=C(C=C2)OCC2=C(N=CS2)C)C)=O N-(1-amino-1-oxopropan-2-yl)-2-methyl-5-((4-methylthiazol-5-yl)methoxy)benzofuran-3-carboxamide